(2S,4R)-1-[(2S)-2-(4-cyclopropyltriazol-1-yl)-3,3-dimethyl-butanoyl]-4-hydroxy-N-(1-isopropyl-4,5,6,7-tetrahydroindazol-6-yl)pyrrolidine-2-carboxamide C1(CC1)C=1N=NN(C1)[C@H](C(=O)N1[C@@H](C[C@H](C1)O)C(=O)NC1CCC=2C=NN(C2C1)C(C)C)C(C)(C)C